N1(CCC1)C(=O)C1=CN(C2=C1C(N(C=C2C)C)=O)C 3-(azetidin-1-ylcarbonyl)-1,5,7-trimethyl-1,5-dihydro-4H-pyrrolo[3,2-c]pyridin-4-one